COS(=O)(=O)[O-].CC(C)(NC(CCCCCCCCCCCCCCCCC)=O)[NH+]1C(=NCC1)CCCCCCCCCCCCCCCCCC 1-methyl-1-stearamidoethyl-2-stearylimidazolinium methylsulfate